C(C1=CC=CC=C1)NC1=C(C(=CC(=C1)F)Br)Br benzyl-2,3-dibromo-5-fluoro-aniline